isopropyl 2-((1,2,3,5,6,7-hexahydro-s-indacen-4-yl) amino)-5-(isoxazol-3-yl)-4,5-dihydrooxazole-5-carboxylate C1CCC2=C(C=3CCCC3C=C12)NC=1OC(CN1)(C(=O)OC(C)C)C1=NOC=C1